Threonine disodium [Na].[Na].N[C@@H]([C@H](O)C)C(=O)O